CC1=CC=C(C=C1)S(=O)(=O)OCC1=CC(=CC=C1)NC(=O)OC(C)(C)C 3-((tert-butoxycarbonyl)amino)benzyl 4-methylbenzenesulfonate